ethyl-ethylenediamine C(C)NCCN